COC1=CC=C(C[N+]2=CC3=C(C=C2)N=CS3)C=C1 5-(4-methoxybenzyl)thiazolo[5,4-c]pyridin-5-ium